C(CCCCCCCCC(=O)Cl)(=O)Cl sebacyl dichloride